4-chloro-2,3-dimethyl-6-vinylpyridine ClC1=C(C(=NC(=C1)C=C)C)C